ClC=1C=C(O[C@@H](C(=O)N)C)C=C(C1CC=1C=C(C(=CC1)O)C1=CC=C(C=C1)Cl)Cl (R)-2-(3,5-dichloro-4-((4'-chloro-6-hydroxy-[1,1'-biphenyl]-3-yl)methyl)phenoxy)propanamide